O([C@H]1[C@H](O)[C@@H](O)[C@H](O)[C@H](O1)CO)[C@H]1[C@H](O)[C@@H](O)[C@H](O)[C@H](O1)CO beta-D-glucopyranosyl-(1→4) beta-D-glucopyranoside